6-bromo-3-isopropyl-chromanone BrC=1C=C2CC(C(OC2=CC1)=O)C(C)C